OC1=C(C=O)C(=CC(=C1C(C(C)C)=O)O)O 2,4,6-trihydroxy-3-isobutyryl-benzaldehyde